C12C(C(C(CC1)CC2)C(=O)O)C(=O)O bicyclo[2.2.2]octane-2,3-dicarboxylic acid